S1C(=NC2=C1C=CC=C2)C=2C(OC1=CC(=CC=C1C2C2=C(C(=O)O)C=CC=C2)N(CC)CC)=O 2-[3-(benzothiazol-2-yl)-7-(diethylamino)-2-oxo-2H-chromen-4-yl]benzoic acid